N-(6-(2,6-difluoro-3-(5-fluoro-2-methylphenylsulfonamido)phenyl)quinazolin-2-yl)pivaloamide FC1=C(C(=CC=C1NS(=O)(=O)C1=C(C=CC(=C1)F)C)F)C=1C=C2C=NC(=NC2=CC1)NC(C(C)(C)C)=O